(5aR,5bS,7aS,8S,10aS,10bR)-2-((3-fluorophenyl)amino)-5a,7a-dimethyl-5,5a,5b,6,7,7a,8,9,10,10a,10b,11-dodecahydro-4H-cyclopenta[7,8]phenanthro[2,1-d]thiazol-8-ol FC=1C=C(C=CC1)NC=1SC2=C(N1)CC[C@@]1([C@H]3CC[C@]4([C@H]([C@@H]3CC=C12)CC[C@@H]4O)C)C